ClC1=CC(=C(OCC=2C=NC=C(C(=O)N[C@H](C(=O)O)CO)C2)C=C1OCC1=C(C(=CC=C1)C1=CC2=C(OCCO2)C=C1)C)CN1C[C@H](CC1)O (S)-2-(5-((4-chloro-5-((3-(2,3-dihydrobenzo[b][1,4]dioxin-6-yl)-2-methylbenzyl)oxy)-2-(((S)-3-hydroxypyrrolidin-1-yl)methyl)phenoxy)methyl)nicotinamido)-3-hydroxypropanoic acid